(S)-1-(2-(3-ethylmorpholino)-6-(2-methyl-1H-pyrrolo[3,2-b]pyridin-5-yl)pyridin-4-yl)-N-(4-methoxybenzyl)methanesulfonamide C(C)[C@H]1COCCN1C1=NC(=CC(=C1)CS(=O)(=O)NCC1=CC=C(C=C1)OC)C1=CC=C2C(=N1)C=C(N2)C